CCOCCC(OCC)(OCC)OCC 3-Tetraethoxypropane